C1=CC=CC=2C3=CC=CC=C3N(C12)C1=C(N)C=CC=C1 2-(9H-carbazole-9-yl)aniline